3-(4-methylpiperazin-1-yl)propyl 4-(7-(3,4-dimethoxyphenyl)pyrazolo[1,5-a]pyrimidine-2-carboxamido)benzoate COC=1C=C(C=CC1OC)C1=CC=NC=2N1N=C(C2)C(=O)NC2=CC=C(C(=O)OCCCN1CCN(CC1)C)C=C2